IC1=NNC2=CC=C(C=C12)C#N 3-iodo-1H-indazole-5-carbonitrile